C(C)OC(=O)C1(CN(C1)S(=O)(=O)C1=C(C=C(C=C1)Cl)Cl)COS(=O)(=O)C ((2,4-dichlorophenyl)sulfonyl)-3-(((methylsulfonyl)oxy)methyl)azetidine-3-carboxylic acid ethyl ester